C(C)(C)(C)OC(=O)N1C(CCC1)C1=CC(=C(C=C1)C=1N=C2SC3=C(N2C1)C=C(C(=C3)C(NC3CCN(CC3)C)=O)OC)F 2-(3-fluoro-4-(6-methoxy-7-((1-methylpiperidin-4-yl)carbamoyl)benzo[d]imidazo[2,1-b]thiazol-2-yl)phenyl)pyrrolidine-1-carboxylic acid tert-butyl ester